BrC=1N=C(C(=NC1)NC(=O)C=1C(=NOC1C)C1=CC=CC=C1)OC N-(5-bromo-3-methoxy-pyrazin-2-yl)-5-methyl-3-phenyl-isoxazole-4-carboxamide